(2R,3S)-2-(4-(cyclopentyl-(pyrido[3,4-b]pyrazin-5-yl)amino)phenyl)-N-(4-methyl-3-(trifluoromethyl)phenyl)piperidine-3-carboxamide C1(CCCC1)N(C1=CC=C(C=C1)[C@@H]1NCCC[C@@H]1C(=O)NC1=CC(=C(C=C1)C)C(F)(F)F)C1=NC=CC=2C1=NC=CN2